tert-butyl 6-(5-cyano-2-(methylthio) pyrimidin-4-yl)-1-oxoisoindoline-2-carboxylate C(#N)C=1C(=NC(=NC1)SC)C1=CC=C2CN(C(C2=C1)=O)C(=O)OC(C)(C)C